C1(CC1)C#CC1=CC2=C(N=C3N2[C@H]2C4=C(C(N([C@@H]3C2)C([2H])([2H])[2H])=O)C=CC=C4OC(F)F)C=C1 (7R,14R)-11-(cyclopropylethynyl)-1-(difluoromethoxy)-6-(methyl-d3)-6,7-dihydro-7,14-methanobenzo[f]benzo[4,5]imidazo[1,2-a][1,4]diazocin-5(14H)-one